N-[3-(dimethylcarbamoyl)oxolan-3-yl]-2-methyl-5-{[2-(trifluoromethyl)pyridin-3-yl]methoxy}-2H-indazole-3-carboxamide CN(C(=O)C1(COCC1)NC(=O)C=1N(N=C2C=CC(=CC12)OCC=1C(=NC=CC1)C(F)(F)F)C)C